BrC1=C(C(=CC(=C1)C(C(F)(F)F)(C(C(F)(F)F)(F)F)F)OC(F)F)NC(C1=C(C(=CC=C1)NO)F)=O N-(2-bromo-4-(perfluorobutan-2-yl)-6-(difluoromethoxy)phenyl)-2-fluoro-3-(hydroxyamino)benzamide